ClC=1C=C2C=C(NC2=CC1OCC1=CC(=NO1)C)CNC(=O)[C@H]1N(C[C@@H](C1)F)C(=O)OC(C)(C)C tert-butyl (2S,4R)-2-(((5-chloro-6-((3-methylisoxazol-5-yl)methoxy)-1H-indol-2-yl)methyl)carbamoyl)-4-fluoropyrrolidine-1-carboxylate